FC(C(=O)O)(F)F.FC(C=1C=C(C(=C(C1)C1N(CCC1)S(=O)(=O)N)F)C=1C(=NN(C1)C1=C(C=C(C=C1)N1CCNCC1)F)C1=CC=NC=C1)F [5-(difluoromethyl)-2-fluoro-3-{1-[2-fluoro-4-(piperazin-1-yl)phenyl]-3-(pyridin-4-yl)pyrazol-4-yl}phenyl]pyrrolidine-1-sulfonamide trifluoroacetic acid salt